CN1N=C(C=C1)C1(CC1)C(=O)N (1-methyl-1H-pyrazol-3-yl)cyclopropane-1-carboxamide